(3,5-bis-(trifluoromethyl)phenyl)methanamine FC(C=1C=C(C=C(C1)C(F)(F)F)CN)(F)F